2-[(ethoxycarbonyl)({[2-fluoro-6-(trifluoromethyl)phenyl]methyl})amino]thiophene-3-carboxylic acid C(C)OC(=O)N(C=1SC=CC1C(=O)O)CC1=C(C=CC=C1C(F)(F)F)F